The molecule is a monocarboxylic acid anion that is the conjugate base of N-acetyl-L-threonine, obtained by deprotonation of the carboxy group; major species at pH 7.3. It is a monocarboxylic acid anion and a N-acyl-L-alpha-amino acid anion. It is a conjugate base of a N-acetyl-L-threonine. C[C@H]([C@@H](C(=O)[O-])NC(=O)C)O